C1(=CC=CC=C1)[C@@H](C)OC(=O)C1NCCCC1 ((R)-1-phenylethyl)piperidine-2-carboxylate